3-(2-hydroxy-2-methylpropyl)-8-(pyridin-3-yl)-6-(4-(trifluoromethyl)phenyl)pyrido[3,4-d]pyrimidin-4(3H)-one OC(CN1C=NC2=C(C1=O)C=C(N=C2C=2C=NC=CC2)C2=CC=C(C=C2)C(F)(F)F)(C)C